trimethyl-stannane C[SnH](C)C